2-imino-3-(2-(1-methoxyethyl)-5-methylphenyl)-thiazolidin-4-one N=C1SCC(N1C1=C(C=CC(=C1)C)C(C)OC)=O